[Si](C)(C)(C(C)(C)C)OCC(C)(O)C=1SC=CN1 (tert-Butyldimethylsilanyloxy)-2-(thiazol-2-yl)propan-2-ol